2-[1-[4-[6-(cyclopropanecarbonyl)-2-pyridinyl]-2,6-difluoro-phenyl]-4-piperidinyl]acetic acid C1(CC1)C(=O)C1=CC=CC(=N1)C1=CC(=C(C(=C1)F)N1CCC(CC1)CC(=O)O)F